(3S,4R)-4-(2-(2-chlorophenyl)-5,7-dihydroxy-4-oxo-4H-chromen-8-yl)-1-methylpiperidin-3-yl L-valinate N[C@@H](C(C)C)C(=O)O[C@@H]1CN(CC[C@@H]1C=1C(=CC(=C2C(C=C(OC12)C1=C(C=CC=C1)Cl)=O)O)O)C